FC1=C(C(=O)N[C@@H]2[C@H](CCC2)COC2=CC=C(C=C2)F)C(=CC=C1)C1=NC=CC=N1 2-fluoro-N-[(1S,2S)-2-[(4-fluorophenoxy)methyl]cyclopentyl]-6-pyrimidin-2-yl-benzamide